3-((S)-fluoro(4-methyl-4H-1,2,4-triazol-3-yl)methyl)oxetan F[C@@H](C1COC1)C1=NN=CN1C